C/C(=C/C)/C(=C/C)/C (2z,4e)-3,4-dimethyl-2,4-hexadiene